3-amino-2-((boc)amino)propanoic acid NCC(C(=O)O)NC(=O)OC(C)(C)C